Tert-butyl 2-[(3-methyl-2-thienyl) sulfonyl]-4,6-dihydropyrrolo[3,4-c]pyrazole-5-carboxylate CC1=C(SC=C1)S(=O)(=O)N1N=C2C(=C1)CN(C2)C(=O)OC(C)(C)C